tert-butyl 4-(4-(benzyloxy)-3-(1,1-dioxido-4-oxo-1,2,5-thiadiazolidin-2-yl)-2-fluorobenzylidene)piperidine-1-carboxylate C(C1=CC=CC=C1)OC1=C(C(=C(C=C2CCN(CC2)C(=O)OC(C)(C)C)C=C1)F)N1S(NC(C1)=O)(=O)=O